1-[(piperidin-1-yl)methyl]piperidine N1(CCCCC1)CN1CCCCC1